BrC=1C=C(C=NC1)CN(S(=O)(=O)CC)C N-((5-Bromopyridin-3-yl)methyl)-N-methylethanesulfonamide